1,2-bis(diphenylphosphono)ethane tert-butyl-(1S,3aR,6aS)-1-(methoxy(methyl)carbamoyl)hexahydrocyclopenta[c]pyrrole-2(1H)-carboxylate C(C)(C)(C)OC(=O)N1[C@@H]([C@@H]2[C@H](C1)CCC2)C(N(C)OC)=O.C2(=CC=CC=C2)OP(=O)(OC2=CC=CC=C2)CCP(=O)(OC2=CC=CC=C2)OC2=CC=CC=C2